ClC1=NC(=NC(=N1)CC(C)C1=CC(=C(C(=C1)F)F)F)N[C@@H](CO)CC(C)C (2R)-2-((4-Chloro-6-(2-(3,4,5-trifluorophenyl)propyl)-1,3,5-triazin-2-yl)amino)-4-methylpentan-1-ol